[O-]S(=O)(=O)C(F)(F)F.C(C1=CC=CC=C1)N(S(=O)(=O)C1=CC=C(C=C1)[N+](C)(C)C)CCC1=CN(C2=CC=CC=C12)CC(=O)O 4-(N-benzyl-N-(2-(1-(carboxymethyl)-1H-indol-3-yl)ethyl)sulfamoyl)-N,N,N-trimethylbenzenaminium triflate salt